4-chloro-1-(2,3,5-trifluorophenyl)-1H-pyrazolo[3,4-b]pyridine-5-carboxylic acid ethyl ester C(C)OC(=O)C=1C(=C2C(=NC1)N(N=C2)C2=C(C(=CC(=C2)F)F)F)Cl